C(C)(=O)NC1=C(C(=O)NC2=NC(=C(C=C2)C)C2CC2)C=CC=C1 2-acetamido-N-(6-cyclopropyl-5-methylpyridin-2-yl)benzamide